BrC=1C=C(C2=CC=CC=C2C1)C=1N=C(C2=C(N1)C1=C(O2)C=CC=C1)N1C2=CC=CC=C2C=2C=CC=CC12 2-(3-bromonaphthalen-1-yl)-4-(9H-carbazol-9-yl)benzofuro[3,2-d]Pyrimidine